FC1=NC(=C2N=CN(C2=N1)C1OCCCC1)NCC1=CC=C(C=C1)O Fluoro-6-[(4-hydroxybenzyl)amino]-9-(tetrahydro-2H-pyran-2-yl)-9H-purine